2-((2S)-2-methyl-4-morpholinyl)-2-methylpropionaldehyde C[C@H]1CN(CCO1)C(C=O)(C)C